N-[(4,6-dichloropyridin-3-yl)methyl]2,6-difluoro-3,5-dimethoxyaniline ClC1=C(C=NC(=C1)Cl)CNC1=C(C(=CC(=C1F)OC)OC)F